ClC1=C(C=C(C#N)C=C1)C=1NC2=CC(=C(C(=C2C(C1)=O)F)C=1C=NNC1)F 4-chloro-3-(5,7-difluoro-4-oxo-6-(1H-pyrazol-4-yl)-1,4-dihydroquinolin-2-yl)benzonitrile